Cl[Pt]Cl dichloroplatinum(II)